1,2,3,4-tetrahydroisoquinoline-3-carboxylate C1NC(CC2=CC=CC=C12)C(=O)[O-]